C1(CCCCC1)NC1=CC=C(C=C1)N N,N'-Cyclohexyl-p-phenylendiamin